decanol bromoacetate BrCC(=O)OCCCCCCCCCC